2-chloro-6-methyl-4-(4-aminophenyl)nicotinonitrile ClC1=C(C#N)C(=CC(=N1)C)C1=CC=C(C=C1)N